C(C)C1=CC=C(C=C1)NC1=CC=C(C=C1)C (4-ethylphenyl)(4'-methylphenyl)amine